C(=C)C1OCC2OS(OC21)(=O)=O 4-vinyltetrahydrofurano[3,4-d]-1,3,2-dioxathiolane-2,2-dioxide